ClC1=NC=C(C2=C1C(N(C2C2=C(C=CC=C2)C)CC2=C(C=C(C=C2)OC)OC)=O)NC(C2=CC(=CC(=C2)C(F)(F)F)F)=O N-(4-chloro-2-(2,4-dimethoxybenzyl)-3-oxo-1-(o-tolyl)-2,3-dihydro-1H-pyrrolo[3,4-c]pyridin-7-yl)-3-fluoro-5-(trifluoromethyl)benzamide